1-(3-(4-chloro-3-ethyl-1H-pyrrolo[2,3-b]pyridin-5-yl)phenyl)-3-(piperidin-4-ylmethyl)tetrahydropyrimidin-2(1H)-one ClC1=C2C(=NC=C1C=1C=C(C=CC1)N1C(N(CCC1)CC1CCNCC1)=O)NC=C2CC